[N+](=O)([O-])C1=CC=C(CCOO)C=C1 4-nitrophenethyl hydrogen peroxide